ClC1=CC=C(C=C1)C1=C(CC2(CCCC2)CC1)CN1CCN(CC1)C(=O)C=1C=C2C=NC(C2=CC1)=O 5-(4-((8-(4-chlorophenyl)spiro[4.5]dec-7-en-7-yl)methyl)piperazine-1-carbonyl)-1-oxoisoindole